C12(CCCCC1)NC(C=1N2C(C=CC1)=O)=O spiro[2H-imidazo[1,5-a]Pyridine-3,1'-cyclohexane]-1,5-dione